ClC1=C(C=C(C(=C1)F)F)[C@H](CC)C=1C=NN(C1)C (1R,2R)-1-(2-chloro-4,5-difluorophenyl)-1-(1-methyl-1H-pyrazol-4-yl)propan